OP(O)(=O)OP(=O)(O)OP(=O)(O)O.N1C=NC=C1 Imidazole triphosphate